C(#N)[C@H](CC1C(NCC1)=O)NC(=O)[C@@H]1[C@H]2C([C@H]2CN1C(CN1CCOCC1)=O)(C)C (1R,2S,5S)-N-((1S)-1-cyano-2-(2-oxopyrrolidin-3-yl)ethyl)-6,6-dimethyl-3-(2-morpholinoacetyl)-3-azabicyclo[3.1.0]hexane-2-carboxamide